(3,3-difluoro-4-oxo-7-(trifluoromethyl)-1,2,3,4-tetrahydronaphthalen-1-yl)acetic acid methyl ester COC(CC1CC(C(C2=CC=C(C=C12)C(F)(F)F)=O)(F)F)=O